CN1CCC(CC1)COC1=NC(=CC(=C1)CNC=1C=C2C=CN=C(C2=CC1)N)C(F)(F)F N6-((2-((1-methylpiperidin-4-yl)methoxy)-6-(trifluoromethyl)pyridin-4-yl)methyl)isoquinoline-1,6-diamine